spiro[3.3]heptane-1,1-dicarboxylic acid diethyl ester C(C)OC(=O)C1(CCC12CCC2)C(=O)OCC